CC1(OB(OC1(C)C)C=1C=C(C=CC1)N1CCC(CC1)O)C 1-(3-(4,4,5,5-tetramethyl-1,3,2-dioxaborolan-2-yl)phenyl)piperidin-4-ol